ethyl 5-bromo-1H-indole-2-carboxylate BrC=1C=C2C=C(NC2=CC1)C(=O)OCC